C12N(CC(C1)C2)CC=2NC1=CC(=CC=C1C2)CNC(=O)C=2N=C1N(C(C2)=O)C=CC=C1 N-[[2-(2-azabicyclo[2.1.1]hexan-2-ylmethyl)-1H-indol-6-yl]methyl]-4-oxo-pyrido[1,2-a]pyrimidine-2-carboxamide